P(O)(=O)(OP(=O)(O)OP(=O)(O)O)OC[C@@H]1[C@H](C[C@@H](O1)N1C(=O)NC(=O)C(=C1)C(C)C)O 5-Isopropyl-2'-deoxyuridine triphosphate